C(C)(C)(C)OC(=O)N[C@H](C(=O)OCN1N=C(C(=C1C)C1=CC=C(C=C1)NC([C@H](C(C1CC1)C1CC1)NC(=O)C=1N(N=CC1)C(C)C)=O)C)C(C)C [4-[4-[[(2S)-3,3-Dicyclopropyl-2-[(2-isopropylpyrazole-3-carbonyl)amino]propanoyl]-amino]phenyl]-3,5-dimethyl-pyrazol-1-yl]methyl (2S)-2-(tert-butoxycarbonylamino)-3-methyl-butanoate